C(C)(C)(C)OC(=O)N1CC2(C1)OC[C@H](C2)OC.Cl.CO[C@H]2COC1(CNC1)C2 (R)-7-methoxy-5-oxa-2-azaspiro[3.4]octane hydrochloride tert-butyl-(7S)-7-methoxy-5-oxa-2-azaspiro[3.4]octane-2-carboxylate